(R)-N-(5-(5-cyclobutyl-1,2,4-oxadiazol-3-yl)-2,3-dihydro-1H-inden-1-yl)-4-methyloxazole-5-carboxamide C1(CCC1)C1=NC(=NO1)C=1C=C2CC[C@H](C2=CC1)NC(=O)C1=C(N=CO1)C